S1C(=NC2=C1C=CC=C2)C(=O)[O-] benzo[d]thiazole-2-carboxylate